2-(2-aminoethyl)aminoethyltriethoxysilane NCCNCC[Si](OCC)(OCC)OCC